Cl.N[C@H](C(=O)NC(C(=O)O)CC(=O)OC)C 2-((S)-2-aminopropionamido)-4-methoxy-4-oxobutyric acid hydrochloride